C1(CC1)N1C(=NC2=NC=C(C=C21)C=2C=CN1N=CN=C(C12)OC1CC(CC1)(F)F)C 1-cyclopropyl-6-(4-((3,3-difluorocyclopentyl)oxy)pyrrolo[2,1-F][1,2,4]triazin-5-yl)-2-methyl-1H-imidazo[4,5-b]pyridine